BrC(C(=O)NC1=CC=C(C=C1)Cl)(F)F 2-bromo-2,2-difluoro-N-(p-chlorophenyl)acetamide